BrC=1C=C2C(=CC(NC2=CC1)=O)CNC(=O)C=1C=NN(C1)CC=1N=C2N(C=C(C=C2)C2CC2)C1 N-((6-bromo-2-oxo-1,2-dihydroquinolin-4-yl)methyl)-1-((6-cyclopropylimidazo[1,2-a]pyridin-2-yl)methyl)-1H-pyrazole-4-carboxamide